5-(3,5-dimethyl-1H-pyrazol-4-yl)-N-(1-(2-ethoxyethyl)-3-(pyridin-2-yl)-1H-pyrazol-4-yl)furan-2-carboxamide formate C(=O)O.CC1=NNC(=C1C1=CC=C(O1)C(=O)NC=1C(=NN(C1)CCOCC)C1=NC=CC=C1)C